tert-Butyl 6-[(3-methylsulfonylphenyl)methyl]-2-azaspiro[3.3]heptane-2-carboxylate CS(=O)(=O)C=1C=C(C=CC1)CC1CC2(CN(C2)C(=O)OC(C)(C)C)C1